nonadec-4,6-diyn-1-ol C(CCC#CC#CCCCCCCCCCCCC)O